N1-(4,4-difluorocyclohexyl)-5,5,5-trifluoropentane-1,2-diamine FC1(CCC(CC1)NCC(CCC(F)(F)F)N)F